5-hydroxy-1-(indeno[1,2-a]indene-4b(9H)-yl)-3-methyl-2,3-dihydro-1H-pyrido[2,1-f][1,2,4]triazine-4,6-dione OC=1C(C=CN2N(CN(C(C21)=O)C)C21C(=CC3=CC=CC=C23)CC=2C=CC=CC21)=O